N-(3-(difluoromethyl)tetrahydrofuran-3-yl)-2-methylpropane-2-sulfinamide FC(C1(COCC1)NS(=O)C(C)(C)C)F